sodium glyoxalate C(C=O)(=O)[O-].[Na+]